4-bromo-2-fluoro-5-methylphenol BrC1=CC(=C(C=C1C)O)F